(R)-2-methyl-5-(4-((1-methylpiperidin-3-yl)amino)phthalazin-1-yl)pyridin-4-ol CC1=NC=C(C(=C1)O)C1=NN=C(C2=CC=CC=C12)N[C@H]1CN(CCC1)C